2-benzyl 1-(tert-butyl) (2S,4R)-5-hydroxy-4-methylpyrrolidine-1,2-dicarboxylate OC1[C@@H](C[C@H](N1C(=O)OC(C)(C)C)C(=O)OCC1=CC=CC=C1)C